2-chloro-4-(8-(4-(4-((1-(2-(2,6-dioxopiperidin-3-yl)-1,3-dioxoisoindolin-5-yl)-3-methoxyazetidin-3-yl)methyl)piperazin-1-yl)benzoyl)-2,8-diazaspiro[4.5]decan-2-yl)benzonitrile ClC1=C(C#N)C=CC(=C1)N1CC2(CC1)CCN(CC2)C(C2=CC=C(C=C2)N2CCN(CC2)CC2(CN(C2)C=2C=C1C(N(C(C1=CC2)=O)C2C(NC(CC2)=O)=O)=O)OC)=O